C(C)OC(=O)C=1NC2=CC=C(C=C2C1)C=1C=NC(=C(C1)OCC1=C(C=CC=C1Cl)Cl)N 5-[6-amino-5-(2,6-dichloro-benzyloxy)-pyridin-3-yl]-1H-indole-2-carboxylic acid ethyl ester